COC1=NC(=CC2=C1C(N(N=C2)C)=O)CC2=CC=C(C=C2)NNS(=O)=O N-(4-((5-methoxy-3-methyl-4-oxo-3,4-dihydropyrido[3,4-d]pyridazin-7-yl)methyl)phenyl)aminosulfonamide